4-((1-p-toluenesulfonyl-1H-indol-3-yl)methyl)phenol CC1=CC=C(C=C1)S(=O)(=O)N1C=C(C2=CC=CC=C12)CC1=CC=C(C=C1)O